1,4-benzoquinone disodium salt [Na].[Na].C1(C=CC(C=C1)=O)=O